CC1(OC(=CC1=O)C)O 2,5-dimethyl-2-hydroxy-3(2H)-furanone